C(C=C)N1N(C2=NC(=NC=C2C1=O)NC1=CC=C(C=C1)OCCF)C1=CC=CC(=N1)OC1CCN(CC1)C(=O)OC(C)(C)C tert-butyl 4-((6-(2-allyl-6-((4-(2-fluoroethoxy)phenyl)amino)-3-oxo-2,3-dihydro-1H-pyrazolo[3,4-d]pyrimidin-1-yl)pyridin-2-yl)oxy)piperidine-1-carboxylate